N-(2,2-difluoroethyl)-6-(2-((cis-4-ethoxycyclohexyl)amino)-7H-pyrrolo[2,3-d]pyrimidin-5-yl)imidazo[1,2-a]pyridine-3-carboxamide FC(CNC(=O)C1=CN=C2N1C=C(C=C2)C2=CNC=1N=C(N=CC12)N[C@@H]1CC[C@@H](CC1)OCC)F